tris(pentafluorophenyl)boran FC1=C(C(=C(C(=C1B(C1=C(C(=C(C(=C1F)F)F)F)F)C1=C(C(=C(C(=C1F)F)F)F)F)F)F)F)F